NC1=C2C(N(C(C2=CC=C1)=O)C1C(N(C(CC1)=O)CCC)=O)=O 4-amino-2-(2,6-dioxo-1-propylpiperidin-3-yl)isoindoline-1,3-dione